3-(3-Chloropropyl)-6-methoxy-1H-4,2,1-benzoxathiazin-2,2-dioxid ClCCCC1S(NC2=C(O1)C=C(C=C2)OC)(=O)=O